CC1(OC2=C(OC1)C=CC(=C2)C(C)N2C[C@@H](N(C[C@H]2C)C=2C=1N=C(N(C1N(C(N2)=O)C)C)CC#N)C)C 2-(6-((2S,5R)-4-(1-(3,3-dimethyl-2,3-dihydrobenzo[b][1,4]dioxin-6-yl)ethyl)-2,5-dimethylpiperazin-1-yl)-3,9-dimethyl-2-oxo-3,9-dihydro-2H-purin-8-yl)acetonitrile